ClC=1C=C2C(=NC1)NC=C2C(C2=C(C(=CC=C2F)NS(N(C)CC2(CC2)CO)(=O)=O)F)=O 5-chloro-3-[2,6-difluoro-3-[[[1-(hydroxymethyl)cyclopropyl]methyl-methyl-sulfamoyl]amino]benzoyl]-1H-pyrrolo[2,3-b]pyridine